FS(=O)(=O)CC1=CC=C(OCC2=CC=C(C(=O)OC)C=C2)C=C1 methyl 4-((4-((fluorosulfonyl)methyl)phenoxy)methyl)benzoate